CC(CC1=NN=C(O1)C12CC(C1)(C2)C2CN(C2)C(=O)N2C[C@H](CC2)C2=NC=NN2)(C)C [3-[3-[5-(2,2-Dimethylpropyl)-1,3,4-oxadiazol-2-yl]-1-bicyclo[1.1.1]pentanyl]azetidin-1-yl]-[(3S)-3-(1H-1,2,4-triazol-5-yl)pyrrolidin-1-yl]methanone